2-(((2R,7aS)-2-fluorotetrahydro-1H-pyrrolizin-7a(5H)-yl)methoxy-d2)pyrido[4,3-d]pyrimidine F[C@@H]1C[C@@]2(CCCN2C1)C(OC=1N=CC2=C(N1)C=CN=C2)([2H])[2H]